2-phenyl-1-ethylammonium C1(=CC=CC=C1)CC[NH3+]